5-(3,3-difluoropyrrolidin-1-yl)-2-ethoxy-N-(3-(thiazol-2-yl)benzyl)benzamide FC1(CN(CC1)C=1C=CC(=C(C(=O)NCC2=CC(=CC=C2)C=2SC=CN2)C1)OCC)F